C1(=CC=CC=C1)P(C=C)(C1=CC=CC=C1)=O Diphenyl-(vinyl)phosphine oxide